BrC=1C(=NC(=NC1)NC1=C(C=C(C(=C1)C)N1CCC(CC1)N1CCN(CC1)C)OC)NC1=C(C=C(C=C1)C)P(C)(C)=O (2-((5-bromo-2-((2-methoxy-5-methyl-4-(4-(4-methyl-piperazin-1-yl)piperidin-1-yl)phenyl)amino)pyrimidin-4-yl)amino)-5-methylphenyl)dimethylphosphorus oxide